C1(CC1)C=1C=NN(C1CO[C@H]1[C@@H]2CN([C@H](C1)C2)C2=C(C=C(C=C2)CCC(=O)OCC)F)C2=C(C=CC=C2C)C ethyl 3-[4-[(1S,4S,5R)-5-[[4-cyclopropyl-1-(2,6-dimethylphenyl)-1H-pyrazol-5-yl]methoxy]-2-azabicyclo[2.2.1]heptan-2-yl]-3-fluorophenyl]propanoate